[F-].C[NH+]1C(=CC=C1)C 1,2-Dimethylpyrrolium fluorid